5-[5-[[1-[2-(aminomethyl)-3,3-difluoro-allyl]-3-methyl-5-oxo-1,2,4-triazol-4-yl]methyl]-2-thienyl]-1-ethyl-pyridin-2-one NCC(CN1N=C(N(C1=O)CC1=CC=C(S1)C=1C=CC(N(C1)CC)=O)C)=C(F)F